COC=1C=C(C=CC1OC)C1(CC1)C#N 1-(3,4-Dimethoxyphenyl)cyclopropane-1-carbonitrile